OC1=C(C=CC(=C1C)OCCOCCCC)C1=NC(=NC(=N1)C1=C(C(=C(C=C1)OCCOCCCC)C)O)C1=C(C(=C(C=C1)OCCOCCCC)C)O 2,4,6-Tris(2-hydroxy-3-methyl-4-butoxyethoxyphenyl)-1,3,5-triazine